C(C)(C)C=1C=NN2C1N=C(N=C2NC2CCN(CC2)C(=O)OC(C)(C)C)N[C@@H]2CNC(C2)=O (S)-tert-butyl 4-((8-isopropyl-2-((5-oxopyrrolidin-3-yl)amino)pyrazolo[1,5-a][1,3,5]triazin-4-yl)amino)piperidine-1-carboxylate